4-(difluoromethyl)-2-(2-hydroxypropan-2-yl)oxazol FC(C=1N=C(OC1)C(C)(C)O)F